4-[5-(1-hydroxy-1-methyl-ethyl)-2-[[6-(4-piperidyloxy)-3-pyridyl]oxy]phenyl]-6-methyl-1-(p-tolylsulfonyl)pyrrolo[2,3-c]pyridin-7-one OC(C)(C)C=1C=CC(=C(C1)C=1C2=C(C(N(C1)C)=O)N(C=C2)S(=O)(=O)C2=CC=C(C=C2)C)OC=2C=NC(=CC2)OC2CCNCC2